5-methyl-3-[4-(4-methylpiperazin-1-yl)anilino]-7-(1-prop-2-enoyl-3,4-dihydro-2H-quinolin-4-yl)-8H-pyrimido[5,4-c]pyridazin-6-one CN1C(N(CC=2N=NC(=CC21)NC2=CC=C(C=C2)N2CCN(CC2)C)C2CCN(C1=CC=CC=C21)C(C=C)=O)=O